2-((tert-butyloxycarbonyl)amino)-3-(3-(methylsulfonyl)phenyl)propionic acid C(C)(C)(C)OC(=O)NC(C(=O)O)CC1=CC(=CC=C1)S(=O)(=O)C